2-(4-cyano-2-(trifluoromethyl)phenyl)acetic acid ethyl ester C(C)OC(CC1=C(C=C(C=C1)C#N)C(F)(F)F)=O